N-((1-aminoisoquinolin-6-yl)methyl)-2-(6-methyl-2-oxo-3-(phenethylamino)pyrazin-1(2H)-yl)acetamide trifluoroacetamide salt FC(C(=O)N)(F)F.NC1=NC=CC2=CC(=CC=C12)CNC(CN1C(C(=NC=C1C)NCCC1=CC=CC=C1)=O)=O